5-((1-((3-Ethyl-2-oxo-2,3-dihydro-1H-pyrimido[4,5,6-de]quinazolin-8-yl)methyl)azetidin-3-yl)oxy)-N-methylpicolinamide C(C)N1C(NC2=CC(=CC=3C2=C1N=CN3)CN3CC(C3)OC=3C=CC(=NC3)C(=O)NC)=O